tri(isotridecyl) phosphite P(OCCCCCCCCCCC(C)C)(OCCCCCCCCCCC(C)C)OCCCCCCCCCCC(C)C